PC(C)C=1[C-](C=CC1)[C-]1C(=CC=C1)C(C)P.[CH-]1C=CC=C1.[Fe+2].[CH-]1C=CC=C1.[Fe+2] 2,2''-bis(1-phosphinoethyl)-1,1''-biferrocene